indolizino[1,2-b]quinolin-9-yl piperazine-1-carboxylate N1(CCNCC1)C(=O)OC=1N2C=C3C(N=C4C=CC=CC4=C3)=C2C=CC1